tert-butyl (2S,3R)-3-cyclopropyl-3-(2-fluoro-3-hydroxyphenyl)-2-methyl-propanoate C1(CC1)[C@H]([C@@H](C(=O)OC(C)(C)C)C)C1=C(C(=CC=C1)O)F